C1(CC1)N1C(C(=CC=C1)NC(=O)C=1C(=CC=2N(C1)C=C(N2)C21COC(CC2)(CC1)C)OC(C)C)=O N-(1-cyclopropyl-2-oxo-3-pyridyl)-7-isopropoxy-2-(1-methyl-2-oxabicyclo[2.2.2]octan-4-yl)imidazo[1,2-a]pyridine-6-carboxamide